5-chloro-7-methyl-12-oxa-3-thia-6-azatricyclo[6.4.1.04,13]Tridec-1,4(13),5,7-tetraen-10-one ClC=1C=2SC=C3OCC(CC(=C(N1)C)C32)=O